CC(=C)C(=O)CCOP(OCCC(=O)C(=C)C)(O)=O phosphoric acid-di-[2-(1-methylvinylcarbonyl)ethyl] ester